Cl.FC1(CC2(C1)C[N]CC2)F 2,2-difluoro-6λ2-azaspiro[3.4]octane hydrochloride